3,4-bis(dimethylamino)pyridine tert-butyl-8-(2,6-difluoro-4-methoxycarbonyl-3-morpholin-4-ylphenyl)-2,4-dihydro-1,3-benzoxazine-3-carboxylate C(C)(C)(C)OC(=O)N1COC2=C(C1)C=CC=C2C2=C(C(=C(C=C2F)C(=O)OC)N2CCOCC2)F.CN(C=2C=NC=CC2N(C)C)C